2-bromo-5,6-dichloro-1H-benzimidazole BrC1=NC2=C(N1)C=C(C(=C2)Cl)Cl